2-((7-(difluoromethyl)-5-methoxy-1-tosyl-1H-indol-4-yl)methyl)-2H-indazole-6-carbonitrile FC(C=1C=C(C(=C2C=CN(C12)S(=O)(=O)C1=CC=C(C)C=C1)CN1N=C2C=C(C=CC2=C1)C#N)OC)F